2-Amino-8-[trans-4-(2-hydroxyethoxy)cyclohexyl]-6-(6-methoxy-3-pyridinyl)-4-methyl-pyrido[2,3-d]pyrimidin NC=1N=C(C2=C(N1)N(CC(=C2)C=2C=NC(=CC2)OC)[C@@H]2CC[C@H](CC2)OCCO)C